ClC=1C=C2C=NC(=NC2=CC1)NC=1C=NN(C1Cl)C1CC1 6-chloro-2-((5-chloro-1-cyclopropyl-1H-pyrazol-4-yl)amino)quinazolin